3,5-dimethyl-1-(3-nitrophenyl)-1H-pyrazole CC1=NN(C(=C1)C)C1=CC(=CC=C1)[N+](=O)[O-]